COC=1C=C2C(=NC=NC2=CC1OC)OC1=CC(=C(C(=C1)F)C(C(=O)NC1=CC=C(C=C1)CN1CCN(CC1)C)=O)F (4-((6,7-dimethoxyquinazolin-4-yl)oxy)-2,6-difluorophenyl)-N-(4-((4-methylpiperazin-1-yl)methyl)phenyl)-2-oxoacetamide